3-Nitropyridin-2-ylsulfinyl chloride [N+](=O)([O-])C=1C(=NC=CC1)S(=O)Cl